ClC1=C(C(=CC=C1)Cl)C=1OC(=C(N1)C#N)NC1=CC=C(C=C1)C(=O)N1C=CS(C=C1)(=O)=O 2-(2,6-dichlorophenyl)-5-[4-(1,1-dioxo-1,4-thiazine-4-carbonyl)anilino]oxazole-4-carbonitrile